C(#N)C1=CC=C(C(=O)NC2=CC=C(C(=O)OC3=C(C(=C(C(=C3F)F)F)F)F)C=C2)C=C1 perfluorophenyl 4-(4-cyanobenzamido)benzoate